C(C)(C)(C)OC(=O)N1C(CN(CC1C)C=1C=NC(=CC1)N)C tert-butyl-4-(6-aminopyridin-3-yl)-2,6-dimethylpiperazine-1-carboxylate